3-(3-Methyl-4-[3-[3-(methylamino)propoxy]propyl]-2-oxo-1,3-benzodiazol-1-yl)piperidine-2,6-dione hydrochloride Cl.CN1C(N(C2=C1C(=CC=C2)CCCOCCCNC)C2C(NC(CC2)=O)=O)=O